CN(CC(C)C=1SC2=C(N1)C=C(C=C2)[C@@H]2NC[C@H](CC2)C)C N,N-dimethyl-2-[5-[(2R,5S)-5-methyl-2-piperidyl]-1,3-benzothiazol-2-yl]propan-1-amine